(R)-2-amino-2-(1-(2-(4-chloro-[1,1'-biphenyl]-2-yl)ethyl)piperidin-4-yl)-1-(4-(2-(ethylsulfanyl)-6-fluorobenzyl)piperazin-1-yl)ethan-1-one N[C@@H](C(=O)N1CCN(CC1)CC1=C(C=CC=C1F)SCC)C1CCN(CC1)CCC1=C(C=CC(=C1)Cl)C1=CC=CC=C1